2-(((4-(2-azidopropan-2-yl)-6-chloro-2,7-naphthyridin-1-yl)oxy)methyl)cyclopropane-1-carboxylic acid N(=[N+]=[N-])C(C)(C)C1=CN=C(C2=CN=C(C=C12)Cl)OCC1C(C1)C(=O)O